N-((1s,4s)-4-(2,2,2-Trifluoroethoxy)cyclohexyl)-5,6-dihydrobenzo[f]imidazo[1,5-d][1,4]oxazepine-10-carboxamide FC(COC1CCC(CC1)NC(=O)C=1C=CC2=C(C=3N(CCO2)C=NC3)C1)(F)F